7-(tert-butyldimethylsilyl)oxy-5beta-cholanic acid-24-methyl ester COC(CC[C@@H](C)[C@H]1CC[C@H]2[C@@H]3C(C[C@@H]4CCCC[C@]4(C)[C@H]3CC[C@]12C)O[Si](C)(C)C(C)(C)C)=O